7-fluoro-3-iodo-1-isopropyl-1H-indazole FC=1C=CC=C2C(=NN(C12)C(C)C)I